ClC1=C(O[C@@H](C)C2CN(C2)C(=O)N2C[C@@H]3[C@@H](OCC(N3)=O)CC2)C=CC(=C1)C(F)(F)F |o1:4| (4aR,8aS)-6-(3-(S or R)-(1-(2-Chloro-4-(trifluoromethyl)phenoxy)ethyl)azetidine-1-carbonyl)hexahydro-2H-pyrido[4,3-b][1,4]oxazin-3(4H)-one